C(C1=CC=CC=C1)ONC(=O)C1=CC(=C(C=C1)N(C(=O)[C@@H]1N(CC1)S(=O)(=O)C1=C(C(=C(C(=C1F)F)F)F)F)CC1=CC=C(C=C1)C(C)(C)C)F (R)-N-(4-((benzyloxy)carbamoyl)-2-fluorophenyl)-N-(4-(tert-butyl)benzyl)-1-((perfluorophenyl)sulfonyl)azetidine-2-carboxamide